sec-butyl acrylate (sec-butyl methacrylate) C(C)(CC)C=C(C(=O)O)C.C(C=C)(=O)OC(C)CC